N[C@@H]1[C@H]([C@@H](N(C2=CC=C(C=C12)N1CCOCC1)C(C)=O)C)C |r| rac-1-((2S,3R,4R)-4-amino-2,3-dimethyl-6-morpholino-3,4-dihydroquinolin-1(2H)-yl)ethanone